COC=1C=C(CN(C=2SC(=C(N2)C)CN2CCOCC2)CC2=CC(=CC=C2)N2CCOCC2)C=CC1 N-(3-methoxybenzyl)-4-methyl-N-(3-morpholinobenzyl)-5-(morpholinomethyl)thiazol-2-amine